N12C[C@H](C(CC1)CC2)OC(N[C@@H]2C(CCC1=CC(=CC=C21)C2=CC(=CC=C2)OCCCC)(C)C)=O (S)-quinuclidin-3-yl((R)-6-(3-butoxyphenyl)-2,2-dimethyl-1,2,3,4-tetrahydronaphthalen-1-yl)carbamate